CC(C(=O)[O-])(C)CCCCC Methylpentylpropanoat